(R)-N-(8-methylisoquinolin-1-yl)-N-(piperidin-3-yl)-6-(pyrimidin-2-ylamino)nicotinamide CC=1C=CC=C2C=CN=C(C12)N(C(C1=CN=C(C=C1)NC1=NC=CC=N1)=O)[C@H]1CNCCC1